2,3,4,5-tetrakis(5H-benzo[b]carbazol-5-yl)-6-(benzo[d]thiazol-2-yl)benzonitrile C1=C2C=3C=C4C(=CC3N(C2=CC=C1)C1=C(C#N)C(=C(C(=C1N1C2=CC=CC=C2C=2C=C3C(=CC12)C=CC=C3)N3C1=CC=CC=C1C=1C=C2C(=CC31)C=CC=C2)N2C3=CC=CC=C3C=3C=C1C(=CC23)C=CC=C1)C=1SC2=C(N1)C=CC=C2)C=CC=C4